8-((6-chloropyridin-3-yl)methyl)-3-(3-fluoro-4-methoxyphenyl)pyrido[2,3-d]pyrimidine-2,4(3H,8H)-dione ClC1=CC=C(C=N1)CN1C=CC=C2C1=NC(N(C2=O)C2=CC(=C(C=C2)OC)F)=O